((2-(3'-(5-(1-carboxyethyl)-4,5,6,7-tetrahydrooxazolo[4,5-c]pyridin-2-yl)-2,2'-dimethyl-[1,1'-biphenyl]-3-yl)-6-(difluoromethoxy)benzo[d]oxazol-5-yl)methyl)-L-proline C(=O)(O)C(C)N1CC2=C(CC1)OC(=N2)C=2C(=C(C=CC2)C2=C(C(=CC=C2)C=2OC1=C(N2)C=C(C(=C1)OC(F)F)CN1[C@@H](CCC1)C(=O)O)C)C